N-(4-cyclopropylbenzo[d]isoxazol-3-yl)-5-ethyl-2-methoxybenzenesulfonamide C1(CC1)C1=CC=CC2=C1C(=NO2)NS(=O)(=O)C2=C(C=CC(=C2)CC)OC